6-(3-methoxyphenyl)-2-(pyrimidin-2-yl)phthalazin-1(2H)-one COC=1C=C(C=CC1)C=1C=C2C=NN(C(C2=CC1)=O)C1=NC=CC=N1